C(C)(C)(C)OC(CN(CCN1CCOCC1)CC1=CC=C(C=C1)COC1=C2CN(C(C2=CC=C1)=O)C1C(NC(CC1)=O)=O)=O [{4-[2-(2,6-DIOXO-PIPERIDIN-3-YL)-1-OXO-2,3-DIHYDRO-1H-ISOINDOL-4-YLOXYMETHYL]-BENZYL}-(2-MORPHOLIN-4-YL-ETHYL)-AMINO]-ACETIC ACID TERT-BUTYL ESTER